N-octadecyl-2-(3,4,5-tribenzyloxyphenyl)-3,5,7-tribenzyloxyquinolin-4-one C(CCCCCCCCCCCCCCCCC)N1C(=C(C(C2=C(C=C(C=C12)OCC1=CC=CC=C1)OCC1=CC=CC=C1)=O)OCC1=CC=CC=C1)C1=CC(=C(C(=C1)OCC1=CC=CC=C1)OCC1=CC=CC=C1)OCC1=CC=CC=C1